The molecule is a pentacyclic triterpenoid that is oleanane containing a double bond between positions 12 and 13 and substituted by hydroxy groups at the 3beta, 21beta, 22beta and 24-positions. It derives from a hydride of an oleanane. C[C@]12CC[C@@H]([C@]([C@@H]1CC[C@@]3([C@@H]2CC=C4[C@]3(CC[C@@]5([C@H]4CC([C@H]([C@H]5O)O)(C)C)C)C)C)(C)CO)O